Ethyl (3S,4S)-1-benzyl-4-(2-nitrothiophen-3-yl)pyrrolidine-3-carboxylate C(C1=CC=CC=C1)N1C[C@H]([C@H](C1)C1=C(SC=C1)[N+](=O)[O-])C(=O)OCC